NC=1C=CC=C2C(=NN(C12)C)C1C(NC(CC1)=O)=O 3-(7-Amino-1-methyl-1H-indazol-3-yl)piperidine-2,6-dione